FC=1C=CC(=C(CN2C(N(C(C2)=O)C2=CC(=C(C=C2)OC)OCCCCC)=O)C1)OC 1-(5-fluoro-2-methoxybenzyl)-3-(4-methoxy-3-(pentyloxy)phenyl)imidazolidine-2,4-dione